methyl 4-(1-hydroxyethyl)-5,6,7,8-tetrahydroquinoline-2-carboxylate OC(C)C1=CC(=NC=2CCCCC12)C(=O)OC